FC1(CC(C1)C1=NN(C(=C1C1(CCC1)C)NC(O[C@H](C(F)(F)F)C)=O)C)F (S)-1,1,1-trifluoropropan-2-yl (3-(3,3-difluorocyclobutyl)-1-methyl-4-(1-methylcyclobutyl)-1H-pyrazol-5-yl)carbamate